dimethyl 4-(4-aminobutanamido)-2-(3-aminoprop-1-yn-1-yl)isophthalate NCCCC(=O)NC1=C(C(=C(C(=O)OC)C=C1)C#CCN)C(=O)OC